C(C)OC(CCC=1C(N(C(C1C)=O)NC1=NC(=C(C=C1)C(F)(F)F)Cl)=O)=O.C1(CCCCC1)NC[SiH2]C(OC)OC N-cyclohexylaminomethyldimethoxymethyl-silane ethyl-3-(1-{[6-chloro-5-(trifluoromethyl)(2-pyridyl)]amino}-4-methyl-2,5-dioxoazolin-3-yl)propanoate